[Cl-].C[N+](C)(C)CCOC(C(=C)C)=O N,N,N-trimethyl-2-(2-methyl-1-oxo-2-propenyloxy)ethylammonium chloride